O=C1CC2(C1)CNC(C2)C(=O)OCC ethyl 2-oxo-6-azaspiro[3.4]octane-7-carboxylate